2-((2-(3-((3-Amino-6-methoxypyridin-2-yl)(tert-butoxycarbonyl)amino)propyl)-3,4-difluorophenyl)amino)-5-fluoro-4-(trifluoromethyl)benzoic acid hydrochloride Cl.NC=1C(=NC(=CC1)OC)N(CCCC1=C(C=CC(=C1F)F)NC1=C(C(=O)O)C=C(C(=C1)C(F)(F)F)F)C(=O)OC(C)(C)C